C(C)(C)(C)OC(=O)N1CC(C1)Br.C(C)[Si](CCCOCC1OC1)(CC)CC triethyl-(3-(oxiran-2-ylmethoxy)propyl)silane Tert-butyl-3-bromoazetidine-1-carboxylate